(P)-3-chloro-4-((5-fluoro-3-methylpyridin-2-yl)methoxy)-2'-(2-(2-hydroxypropan-2-yl)pyrimidin-4-yl)-5',6-dimethyl-2H-[1,4-bipyridin]-2-one ClC=1C(N(C(=CC1OCC1=NC=C(C=C1C)F)C)C1=CC(=NC=C1C)C1=NC(=NC=C1)C(C)(C)O)=O